NCCCCCCCCCCCCN dodecamethylenediamine